C(#C)C1(CC1)C(F)(F)F 1-ethynyl-1-(trifluoromethyl)cyclopropane